BrC1=CC=C2C(=NC=NC2=C1)C=1SC2=C(N1)C=C(C=C2)N (7-bromoquinazolin-4-yl)benzo[d]thiazol-5-amine